N(C(=O)N)C=1NC=CC(N1)=O 2-ureido-4(1H)pyrimidinone